SCCC[SiH](OC)OC 3-mercaptopropyl-(dimethoxy)silane